1-(6-(2-methoxyethoxy)naphthalen-2-yl)-N1-phenylbenzene-1,4-diamine COCCOC=1C=C2C=CC(=CC2=CC1)C1(CC=C(C=C1)N)NC1=CC=CC=C1